ClCC=1OC(=NN1)C1=CC(=CC=C1)[N+](=O)[O-] 2-(chloromethyl)-5-(3-nitrophenyl)-1,3,4-oxadiazole